methyl 2-(bromomethyl)-3-(4,4,5,5-tetramethyl-1,3,2-dioxaborolan-2-yl)benzoate BrCC1=C(C(=O)OC)C=CC=C1B1OC(C(O1)(C)C)(C)C